CC=1C2=C(N=CN1)N(C=C2)[C@@H]2C=C([C@]1(OC(O[C@H]12)(C)C)C)C=C 4-Methyl-7-((3aS,4R,6aR)-2,2,6a-trimethyl-6-vinyl-3a,6a-dihydro-4H-cyclopenta[d][1,3]dioxol-4-yl)-7H-pyrrolo[2,3-d]pyrimidine